2-(3-(6-(2-benzyloxyphenyl)pyridin-2-yl)phenyl)-4,6-diphenylpyrimidine C(C1=CC=CC=C1)OC1=C(C=CC=C1)C1=CC=CC(=N1)C=1C=C(C=CC1)C1=NC(=CC(=N1)C1=CC=CC=C1)C1=CC=CC=C1